Isopropyl 3-(1-((1-(2-((4-ethylphenyl)sulfonamido)ethyl)piperidin-4-yl)methyl)-1H-1,2,3-triazol-4-yl)-5-fluoro-1H-indole-2-carboxylate C(C)C1=CC=C(C=C1)S(=O)(=O)NCCN1CCC(CC1)CN1N=NC(=C1)C1=C(NC2=CC=C(C=C12)F)C(=O)OC(C)C